NC1=NN2C(N=CC(=C2)F)=C1C(=O)NC=1C=NC=CC1N1CCN(CC1)C1=NON=C1C 2-amino-6-fluoro-N-(4-(4-(4-methyl-1,2,5-oxadiazol-3-yl)piperazin-1-yl)pyridin-3-yl)pyrazolo[1,5-a]pyrimidine-3-carboxamide